C(C)(=O)N[C@H]1[C@@H](O[C@@H]([C@H]([C@@H]1O)O)CO)NC(C[C@H](N)C(=O)O)=O N4-(N-acetyl-beta-glucosaminyl)asparagine